NC1C=2N=C(SC2CC12CCN(CC2)C=2C(NC(=CN2)SC2=C(C(=NC=C2)Cl)Cl)=O)Cl 3-(4-amino-2-chloro-4,6-dihydrospiro[cyclopenta[d]thiazole-5,4'-piperidin]-1'-yl)-6-((2,3-dichloropyridin-4-yl)thio)pyrazin-2(1H)-one